N,N'-bis(2,3-dihydroxypropyl)-N-methyl-5-nitroisophthalamide OC(CN(C(C1=CC(C(=O)NCC(CO)O)=CC(=C1)[N+](=O)[O-])=O)C)CO